2,5-dioxo-1,4-dioxane O=C1OCC(OC1)=O